COC(COC1=NC2=CC=C(C=C2C=C1)Cl)OC 2-(2,2-dimethoxyethoxy)-6-chloroquinoline